(R)-4-(3-(1-(5-fluoro-3-methylbenzofuran-2-yl)ethyl)ureido)benzenesulfonamide FC=1C=CC2=C(C(=C(O2)[C@@H](C)NC(NC2=CC=C(C=C2)S(=O)(=O)N)=O)C)C1